ClC1=C(C=CC=C1C1=NOC(=C1C1=NC=CC=N1)C=1C=NN(C1C)CCC(C)(C)O)O 2-chloro-3-{5-[1-(3-hydroxy-3-methylbutyl)-5-methyl-1H-pyrazol-4-yl]-4-(pyrimidin-2-yl)-1,2-oxazol-3-yl}phenol